1H-indole-7-hydroximic acid N1C=CC2=CC=CC(=C12)C(O)=NO